4-(4-methoxy-2,3-dinitro-phenyl)-1-methyl-1H-pyrazole COC1=C(C(=C(C=C1)C=1C=NN(C1)C)[N+](=O)[O-])[N+](=O)[O-]